(2-methylpyridin-3-yl)dihydroxyboric acid CC1=NC=CC=C1OOB(OO)O